(R)-N-(8,9-difluoro-6-oxo-1,4,5,6-tetrahydro-2H-pyrano[3,4-c]isoquinolin-1-yl)-N,1-dimethyl-1H-pyrazole-4-carboxamide FC=1C(=CC=2C3=C(NC(C2C1)=O)COC[C@@H]3N(C(=O)C=3C=NN(C3)C)C)F